FC(COC=1C=C(C=CC1)C=1N=CC(=NC1C1=C(C=CC=C1)C(C)C)N)(C(C)(C)C)F 5-(3-(2,2-difluoro-3,3-dimethylbutoxy)phenyl)-6-(2-isopropylphenyl)pyrazin-2-amine